N-(3-(4'-chloro-[1,1'-biphenyl]-4-yl)propyl)-6-methyl-2-(methylthio)thieno[2,3-d]pyrimidin-4-amine ClC1=CC=C(C=C1)C1=CC=C(C=C1)CCCNC=1C2=C(N=C(N1)SC)SC(=C2)C